NC1(COCC1)C1=CC=C(C=C1)C(C(=O)OCC)C(C)C (±)-Ethyl 2-(4-(3-aminotetrahydrofuran-3-yl)phenyl)-3-methylbutanoate